FC1=C(C(=O)NC2=C(C3=C(C(OC(C3)(C)C)(C)C)S2)C(=O)N)C=CC=C1 2-(2-fluorobenzamido)-5,5,7,7-tetramethyl-5,7-dihydro-4H-thieno[2,3-c]pyran-3-carboxamide